ClC1=C(C=CC(=C1)C1=CC=C2N=CC=3N(C2=C1)C(=NC3C)N3C[C@@H](O[C@@H](C3)C)C)N3CCC(CC3)N(C)C 1-(2-chloro-4-(1-((2s,6r)-2,6-dimethylmorpholinyl)-3-methylimidazo[1,5-a]quinoxalin-8-yl)phenyl)-N,N-dimethylpiperidin-4-amine